N=1N2C(=CC1C=1C=C(C(=NC1)N)O[C@H](C)C1=CC=CC=C1)C1(CC2)CNC1 5-(5',6'-dihydrospiro[azetidine-3,4'-pyrrolo[1,2-b]pyrazol]-2'-yl)-3-[(1R)-1-phenylethoxy]pyridin-2-amine